tert-butyl 3-((1H-pyrrolo[2,3-b]pyridin-5-yl)oxy)-4'-(1-benzylpyrrolidin-2-yl)-[1,1'-biphenyl]-4-carboxylate N1C=CC=2C1=NC=C(C2)OC=2C=C(C=CC2C(=O)OC(C)(C)C)C2=CC=C(C=C2)C2N(CCC2)CC2=CC=CC=C2